C1(CC1)C1=C(C(=NO1)C1=C(C=NC=C1Cl)Cl)/C=C/C12COC(CC1)(CC2)C2=CC=C(C(=O)O)C=C2 (E)-4-(4-(2-(5-cyclopropyl-3-(3,5-dichloropyridin-4-yl)isoxazol-4-yl)vinyl)-2-oxabicyclo[2.2.2]oct-1-yl)benzoic acid